(±)-1-phenyl-3-(2-(2-phenylpropyl)-1,3-dioxolan-4-yl)propan-1-one C1(=CC=CC=C1)C(CCC1OC(OC1)CC(C)C1=CC=CC=C1)=O